5-acetoxy-3-(4-(trifluoromethyl)phenyl)benzoxazol-2(3H)-one C(C)(=O)OC=1C=CC2=C(N(C(O2)=O)C2=CC=C(C=C2)C(F)(F)F)C1